N-[3-(1-naphthyl)phenyl][1,1'-biphenyl]-4-amine C1(=CC=CC2=CC=CC=C12)C=1C=C(C=CC1)NC1=CC=C(C=C1)C1=CC=CC=C1